(3-Aminopropyl)methacrylamide NCCCC=C(C(=O)N)C